CC1(OB(OC1(C)C)C=1C=C(C(=C(C1)C1=CC=CC=C1)C1=CC=CC=C1)C1=CC=CC=C1)C 4,4,5,5-tetramethyl-2-(6'-phenyl-[1,1':2',1''-terphenyl]-4'-yl)-1,3,2-dioxaborolane